[N+](=[N-])(CC(=O)[O-])CC(=O)[O-] diazodiacetate